ClC1=CC=CC2=C1C(=N[C@H](C=1N2C(=NN1)C)C)C1=C(C=CC=C1F)F (4S)-7-chloro-6-(2,6-difluorophenyl)-1,4-dimethyl-4H-[1,2,4]Triazolo[4,3-a][1,4]Benzodiazepine